CS1C(=NC(=C1N(S(=O)(=O)C)C)C(=O)OC(CC(C)OOC(C)(C)CC)(C)C)Cl dimethyl-3-(t-amylperoxy)butanol methyl-2-chloro-5-(N-methylmethylsulfonamido)thiazole-4-carboxylate